(3R)-1-(7-bromo-6-chloro-2-ethylindazol-4-yl)-N,N-dimethylpyrrolidin-3-amine BrC1=C(C=C(C2=CN(N=C12)CC)N1C[C@@H](CC1)N(C)C)Cl